(Z)-(1-methyl-1H-tetrazol-5-yl)(phenyl)methanone O-((4-phenylthiazol-2-yl)methyl) oxime C1(=CC=CC=C1)C=1N=C(SC1)CO\N=C(\C1=CC=CC=C1)/C1=NN=NN1C